N1=C(C=CC=C1)C=NC(C)[C-]1C(=CC=C1)P(C1=CC=CC=C1)C1=CC=CC=C1.[CH-]1C=CC=C1.[Fe+2] N-(pyridin-2-ylmethylene)-1-(2-(diphenylphosphino)ferrocenyl)ethylamine